N1=C(C=CC=C1)CNCC1=CC=C(C=C1)CN(C(=O)C1=NC=CC=C1)C1CCCC=2C=CC=NC12 N-[[4-[[(2-pyridylmethyl)amino]methyl]phenyl]methyl]-N-(5,6,7,8-tetrahydro-8-quinolinyl)-pyridylcarboxamide